NC=1C(=CC=2C(N(C(C3=CC(=CC1C23)S(=O)(=O)O)=O)CCNC(CI)=O)=O)S(=O)(=O)O.C2=CC=C3C=CC1=CC=CC4=CC=C2C3=C14 pyrene, 6-amino-2,3-dihydro-2-(2-((iodoacetyl)amino)ethyl)-1,3-dioxo-1H-benz(de)isoquinoline-5,8-disulfonic acid salt